tert-Butyl 2,7-diazaspiro[3.5]nonane-7-carboxylate C1NCC12CCN(CC2)C(=O)OC(C)(C)C